Tert-butyl (E)-(1-((2-(((4-(3,5-dimethoxystyryl)phenoxy)carbonyl)oxy)ethyl) amino)-1-oxo-3-(tritylthio)propan-2-yl)carbamate COC=1C=C(/C=C/C2=CC=C(OC(=O)OCCNC(C(CSC(C3=CC=CC=C3)(C3=CC=CC=C3)C3=CC=CC=C3)NC(OC(C)(C)C)=O)=O)C=C2)C=C(C1)OC